C(C)(C)(C)OC(=O)C=1N=NNC1 (E)-1H-1,2,3-triazole-4-carboxylic acid tert-butyl ester